ClC1=CC=C(C(=N1)C(=O)NS(=O)(=O)C)N[C@H](C)C=1C=C(C=C2C(N(C(=NC12)N1CCC(CC1)N1N=CC(=C1)OC)C)=O)C (R)-6-chloro-3-((1-(2-(4-(4-methoxy-1H-pyrazol-1-yl)piperidin-1-yl)-3,6-dimethyl-4-oxo-3,4-dihydroquinazolin-8-yl)ethyl)amino)-N-(methylsulfonyl)picolinamide